5-(1,3-dioxoisoindolin-2-yl)cyclohex-3-ene-1-carboxylate O=C1N(C(C2=CC=CC=C12)=O)C1C=CCC(C1)C(=O)[O-]